1-(6,7-dimethylpyrazolo[1,5-a]pyridin-3-yl)-4,4-difluoro-3,3-dimethylisoquinoline CC=1C=CC=2N(C1C)N=CC2C2=NC(C(C1=CC=CC=C21)(F)F)(C)C